4,6-diacetylresorcinol C(C)(=O)C1=C(C=C(O)C(=C1)C(C)=O)O